methyl-1-methyl-5-propargyloxy-1H-pyrazole CC1=NN(C(=C1)OCC#C)C